N1CCC(CC1)N1N=CC=2C1=NC=CC2N2C(NC(CC2)=O)=O 1-(1-(piperidin-4-yl)-1H-pyrazolo[3,4-b]pyridin-4-yl)dihydropyrimidine-2,4(1H,3H)-dione